5-(4-(1-methyl-1H-pyrazol-4-yl)pyridin-3-yl)-3-methylenedihydrofuran-2(3H)-one CN1N=CC(=C1)C1=C(C=NC=C1)C1CC(C(O1)=O)=C